CC1N(CCC1)C1=NC(=NC=C1C(F)(F)F)NC1=CC=C(C=C1)N1C[C@H](C[C@H](C1)O)O (3S,5R)-1-(4-{[4-(2-methylpyrrolidin-1-yl)-5-(trifluoromethyl)pyrimidin-2-yl]amino}phenyl)piperidine-3,5-diol